C(C)(C)OC(CC=1NC2=CC=CC=C2C1CC(NC1=CC=CC=C1)=O)=O 2-[3-(2-oxo-2-anilino-ethyl)-1H-indol-2-yl]-acetic acid isopropyl ester